FC(C(=O)O)(F)F.FC(C(=O)O)(F)F.C(C)C1=C2C=CC(=CC2=CC=C1F)O 5-ethyl-6-fluoronaphthalen-2-ol bis(2,2,2-trifluoroacetate)